(3-([1,2,4]triazolo[4,3-a]pyridin-7-yl)-1a,2,3,7b-tetrahydro-1H-cyclopropa[c][1,8]naphthyridin-6-yl)(4,4-difluoropiperidin-1-yl)methanone N=1N=CN2C1C=C(C=C2)N2CC1C(C=3C=C(C=NC23)C(=O)N2CCC(CC2)(F)F)C1